O1C(OCC1)C1CCN(CC1)C1=CC(=C(C=C1F)[C@@H]1NC(C12CCCC2)=O)OC (3S)-3-{4-[4-(1,3-Dioxolan-2-yl)piperidin-1-yl]-5-fluoro-2-methoxyphenyl}-2-azaspiro[3.4]octan-1-one